1-isopropyl-3-methyl-8-(6-(2,2,2-trifluoro-1-(2-(pyrrolidin-1-yl)ethoxy)ethyl)pyridin-3-yl)-1,3-dihydro-2H-imidazo[4,5-c]cinnolin-2-one C(C)(C)N1C(N(C=2N=NC=3C=CC(=CC3C21)C=2C=NC(=CC2)C(C(F)(F)F)OCCN2CCCC2)C)=O